O=C1NC(CCC1N1C(C2=CC=CC(=C2C1=O)NCC1=CC(=C(CN2CCN(CC2)C2=CC(=NC=C2)C(=O)N)C=C1)C)=O)=O 4-(4-(4-((2-(2,6-dioxopiperidin-3-yl)-1,3-dioxoisoindolin-4-ylamino)methyl)-2-methylbenzyl)piperazin-1-yl)picolinamide